4-chloro-6,7-dimethoxy-2-methylquinazoline ClC1=NC(=NC2=CC(=C(C=C12)OC)OC)C